1-(3-methyl-3-(cyclohexylmethyl)indolin-1-yl)-1-ethanone CC1(CN(C2=CC=CC=C12)C(C)=O)CC1CCCCC1